tricyclo[3.1.0.02,6]hexanamine C12(C3CCC2C31)N